CO\N=C\C1=C(C(=C(C(=C1O)C\C=C(\C=C\[C@@]1([C@H]([C@@](CC[C@H]1C)(C)O)C)C)/C)OC)Cl)C (E)-3-chloro-6-hydroxy-5-((2E,4E)-5-((1R,2R,3S,6R)-3-hydroxy-1,2,3,6-tetramethylcyclohexyl)-3-methylpenta-2,4-dien-1-yl)-4-methoxy-2-methylbenzaldehyde O-methyloxime